FC=1C=C(OC2CN(C2)[C@H]2[C@@H](CCCC2)OC2=CC=C3C=4C(=CC=NC24)N(C3=O)C3C(NC(CC3)=O)=O)C=CC1 3-(8-(((trans)-2-(3-(3-fluorophenoxy)azetidin-1-yl)cyclohexyl)oxy)-5-oxopyrrolo[2,3,4-de]quinolin-4(5H)-yl)piperidine-2,6-dione